[Cl-].ClC=1C=C(C(=O)NC2CC(C2)[NH3+])C=C(C1)F 3-(3-chloro-5-fluorobenzamido)cyclobutan-1-aminium chloride